C(C)(=O)N1CCC(=CC1)C1=CN=C(C=2N1C(=NC2C2=C(C=C(C=C2)NC(NC2=CC(=CC=C2)C(F)(F)F)=O)F)C)N 3-{4-[5-(1-acetyl-1,2,3,6-tetrahydropyridin-4-yl)-8-amino-3-methylimidazo[1,5-a]pyrazin-1-yl]-3-fluorophenyl}-1-[3-(trifluoromethyl)phenyl]urea